5-(hydroxymethyl)-N-(5-(methylsulfanyl)-1,3,4-thiadiazol-2-yl)benzo[c]isoxazole-3-carboxamide OCC1=CC=2C(=NOC2C(=O)NC=2SC(=NN2)SC)C=C1